4-{3-[(tert-butoxycarbonyl)(cyclopropyl)amino]pyrrolidin-1-yl}-2-ethyl-6-fluoroindazole-7-carboxylic acid C(C)(C)(C)OC(=O)N(C1CN(CC1)C=1C2=CN(N=C2C(=C(C1)F)C(=O)O)CC)C1CC1